OC1=C(C(N(C(=C1)C)C)=O)NC(N[C@@H](CC(=O)O)C1=CC=C(C=C1)OC1=C(C=CC=C1)OC)=O (S)-3-(3-(4-hydroxy-1,6-dimethyl-2-oxo-1,2-dihydropyridin-3-yl)ureido)-3-(4-(2-methoxyphenoxy)phenyl)propanoic acid